COC=1C=C(C=CC1OC)C=1N=C2N(C=CN=C2)C1NC1=CC=C(C(=O)NC(C)C)C=C1 4-[[2-(3,4-dimethoxy-phenyl)imidazo[1,2-a]pyrazin-3-yl]amino]-N-propan-2-ylbenzamide